racemic-2-methoxy-5-(piperidin-3-yl)pyridine COC1=NC=C(C=C1)[C@@H]1CNCCC1 |r|